(2-(Benzyloxy)-4,6-dihydroxyphenyl)(4-((oxetan-3-ylamino)methyl)isoindolin-2-yl)methanone C(C1=CC=CC=C1)OC1=C(C(=CC(=C1)O)O)C(=O)N1CC2=CC=CC(=C2C1)CNC1COC1